{6-amino-5-[(1R)-1-(2,6-difluorophenyl)ethoxy]pyridin-3-yl}boronic acid NC1=C(C=C(C=N1)B(O)O)O[C@H](C)C1=C(C=CC=C1F)F